NC1=NC(=C(C=C1C=1C=C2CCNC(C2=CC1)=O)C1=CC=C(C=C1)N1CC(CC1)N(C)CC)F 6-(2-amino-5-(4-(3-(ethyl(methyl)amino)pyrrolidin-1-yl)phenyl)-6-fluoropyridin-3-yl)-3,4-dihydroisoquinolin-1(2H)-one